N-Boc-3,6,9-trioxaundecane-1,11-diamine C(=O)(OC(C)(C)C)NCCOCCOCCOCCN